4-(acetamidomethyl)-3-(2-chlorophenyl)thiazol C(C)(=O)NCC=1N(CSC1)C1=C(C=CC=C1)Cl